N-[Cyclopentyl]-4-(4-chlorobenzyl)-pyrrolo[1,2-b]pyridazine-2-carboxamide C1(CCCC1)NC(=O)C=1C=C(C=2N(N1)C=CC2)CC2=CC=C(C=C2)Cl